nonyl 8-((7,7-bis(((Z)-non-2-en-1-yl)oxy)heptyl)(2-hydroxyethyl)amino)octanoate C(\C=C/CCCCCC)OC(CCCCCCN(CCCCCCCC(=O)OCCCCCCCCC)CCO)OC\C=C/CCCCCC